3-hydroxy-phenyl methacrylate C(C(=C)C)(=O)OC1=CC(=CC=C1)O